O1CCN(CC1)CC=1C=C(C(=O)O)C=CC1.C(CCC)(=O)OC methyl butyrate 3-(morpholinomethyl)benzoate